FCC12OCC(C1)(C2)/N=C/C=2C(=NC(=CC2)OC(C)C)[N+](=O)[O-] (E)-N-(1-(fluoromethyl)-2-oxabicyclo[2.1.1]hexan-4-yl)-1-(6-isopropoxy-2-nitropyridin-3-yl)methanimine